C(C)N(C1=C(C(=NC=N1)NCC1C(CN(CC1)CC(=O)N)O)F)CC1=NC=C(C=C1)C(F)(F)F 2-(4-(((6-(ethyl((5-(trifluoromethyl)pyridin-2-yl)methyl)amino)-5-fluoropyrimidin-4-yl)amino)methyl)-3-hydroxypiperidin-1-yl)acetamide